(S)-3-methyl-5-(8-(pyrrolidin-2-yl)isochroman-6-yl)-1H-pyrrolo[2,3-b]pyridine CC1=CNC2=NC=C(C=C21)C=2C=C1CCOCC1=C(C2)[C@H]2NCCC2